(2'S,4R)-2,2'-dimethylspiro[6,7-dihydrothieno[3,2-c]pyran-4,4'-piperidine] (trifluoromethanesulfonate) FC(S(=O)(=O)O)(F)F.CC1=CC2=C(CCO[C@]23C[C@@H](NCC3)C)S1